2-(6,7-dimethoxyquinazolin-4-yl)-2-azaspiro[3.3]Heptan-6-ylcarbamic acid tert-butyl ester C(C)(C)(C)OC(NC1CC2(CN(C2)C2=NC=NC3=CC(=C(C=C23)OC)OC)C1)=O